ClC1=C(C=C(CN(CCC2OCC3(CN(C3)C(=O)OC(C)(C)C)CO2)C2=CC=C(C=C2)C#N)C=C1)F tert-butyl 7-(2-((4-chloro-3-fluorobenzyl)(4-cyanophenyl)amino)ethyl)-6,8-dioxa-2-azaspiro[3.5]nonane-2-carboxylate